C(C)(C)(C)C1=CC(=C(C(=C1)C#CCCCC)O)C#CCCCC 4-tert-butyl-2,6-di(1-hexyn-1-yl)phenol